thiophene-2-Carboxylic acid S1C(=CC=C1)C(=O)O